ClC=1C(=C(C(=CC1)C(F)F)C=1N(C(C=CN1)=O)C)F (3-chloro-6-(difluoromethyl)-2-fluorophenyl)-1-methyl-6-oxo-1,6-dihydropyrimidine